1-(6-aminospiro[3.3]heptane-2-yl)-4-(2,3-dichloro-6-hydroxyphenyl)pyrrolidin-2-one NC1CC2(CC(C2)N2C(CC(C2)C2=C(C(=CC=C2O)Cl)Cl)=O)C1